IC=1C=CC=C2C=CC=C(C12)N1CC=2N=C(N=C(C2CC1)N1C[C@@H](N(CC1)C(C=C)=O)CC#N)OC[C@H]1NCCC1 2-[(2S)-4-[7-(8-iodo-1-naphthyl)-2-[[(2S)-pyrrolidin-2-yl]methoxy]-6,8-dihydro-5H-pyrido[3,4-d]pyrimidin-4-yl]-1-prop-2-enoyl-piperazin-2-yl]acetonitrile